2-hydroxy-2-methyl-propyl-benzene OC(CC1=CC=CC=C1)(C)C